N-(1-(3-fluorophenyl)ethyl)propanamide FC=1C=C(C=CC1)C(C)NC(CC)=O